3,4-dichloro-5-methylpyrrole-2-carboxylic acid ClC1=C(NC(=C1Cl)C)C(=O)O